ClC1=CN=C2N1N=C(C=C2)C2=CNC=1N=C(N=CC12)N[C@@H]1C[C@@H](C1)OC 5-(3-chloroimidazo[1,2-b]pyridazin-6-yl)-N-(cis-3-methoxycyclobutyl)-7H-pyrrolo[2,3-d]pyrimidin-2-amine